N-[tris-(hydroxymethyl)-methyl]glycine OCC(NCC(=O)O)(CO)CO